FC=1C(=NC=C(C1)F)C1=CC(=NO1)C(=O)O 5-(3,5-difluoro-2-pyridyl)isoxazole-3-carboxylic acid